FC1=C(OC2=CC=C(C=C2)C2=NN(C3=C2C=NC=C3C)C3CNCC3)C=CC=C1OC 3-(3-(4-(2-fluoro-3-methoxyphenoxy)phenyl)-7-methyl-1H-pyrazolo[4,3-c]pyridin-1-yl)pyrrolidin